1-(2-bromoethyl)-3-quinolin-3-ylurea BrCCNC(=O)NC=1C=NC2=CC=CC=C2C1